dihydroxy-6,6'-diphenyl-1,1'-binaphthyl OC=1C(=C(C2=CC=C(C=C2C1)C1=CC=CC=C1)C1=CC=CC2=CC(=CC=C12)C1=CC=CC=C1)O